ClC=1C=NN(C1C(=O)NC1=NC=C(C=C1F)C#CC1=CC=CC=C1)CC1CN(CCO1)C(C(C)C)=O 4-chloro-N-(3-fluoro-5-(phenylethynyl)pyridin-2-yl)-1-((4-isobutyrylmorpholin-2-yl)methyl)-1H-pyrazole-5-carboxamide